ClC1=CC=C(C=C1)C1(CC(=NO1)C1=C(C=CC=C1)O)C (5-(4-chlorophenyl)-5-methyl-isoxazolin-3-yl)phenol